FC=1C=C(OCCN(CC[C@@H](C(=O)O)NC2=NC3=CC=CC=C3N=C2)CCCCC2=NC=3NCCCC3C=C2)C=C(C1)F (S)-4-((2-(3,5-difluorophenoxy)ethyl)(4-(5,6,7,8-tetrahydro-1,8-naphthyridin-2-yl)butyl)amino)-2-(quinoxalin-2-ylamino)butanoic acid